methyl-diphenoxyphosphorus oxide CP(OC1=CC=CC=C1)(OC1=CC=CC=C1)=O